4-((1-(2-(6-(Trifluoromethyl)imidazo[1,2-a]pyrazin-3-yl)pyrimidin-4-yl)piperidin-4-yl)methyl)morpholine FC(C=1N=CC=2N(C1)C(=CN2)C2=NC=CC(=N2)N2CCC(CC2)CN2CCOCC2)(F)F